C#CCCCCCCCCCCCC 1-tetradecyne